C(C)N(C=NC1=C(C=C(C(=C1)C)C1(COC1)OC)F)C N-ethyl-N'-(2-fluoro-4-(3-methoxyoxetan-3-yl)-5-methylphenyl)-N-methylformimidamide